1-(3-bromo-5-chlorophenyl)-3-(3,5-dichlorophenyl)urea BrC=1C=C(C=C(C1)Cl)NC(=O)NC1=CC(=CC(=C1)Cl)Cl